6-bromo-N-((3R,4R)-1-(ethylsulfonyl)-3-fluoropiperidin-4-yl)-5-fluoro-7-isopropylpyrrolo[2,1-f][1,2,4]triazin-2-amine BrC=1C(=C2C=NC(=NN2C1C(C)C)N[C@H]1[C@@H](CN(CC1)S(=O)(=O)CC)F)F